CC=1C(=NC(=C(C(=O)O)C1C(COC(C)=O)=O)OC1CCC1)Br Methyl-4-(2-acetoxyacetyl)-6-bromo-2-cyclobutoxynicotinic acid